N4,N4'-Diphenyl-N4,N4'-bis(9-phenyl-9H-carbazol-3-yl)-[1,1'-biphenyl]-4,4'-diamine C1=CC=C(C=C1)N2C3=C(C=C(C=C3)N(C4=CC=CC=C4)C5=CC=C(C=C5)C6=CC=C(C=C6)N(C7=CC=CC=C7)C8=CC9=C(C=C8)N(C1=CC=CC=C19)C1=CC=CC=C1)C1=CC=CC=C12